ClC=1C=C(C=C(C1OC=1C=C2CCN(C(C2=CC1)=O)CC1=CC=C(C=C1)OC(F)(F)F)Cl)N1N=CC(NC1=O)=O (3,5-dichloro-4-((1-oxo-2-(4-(trifluoromethoxy)benzyl)-1,2,3,4-tetrahydroisoquinolin-6-yl)oxy)phenyl)-1,2,4-triazine-3,5(2H,4H)-dione